FC=1C(=NC(=CC1)C#C[Si](C)(C)C)OC 3-fluoro-2-methoxy-6-((trimethylsilyl)ethynyl)pyridine